ClC=1C=C2CCN(CC2=CC1)S(=O)(=O)NC[C@H](CNS(=O)(=O)C1=CC=C(C=C1)N(C)C)C (S)-6-chloro-N-(3-((4-(dimethylamino)phenyl)sulphonylamino)-2-methylpropyl)-3,4-dihydroisoquinoline-2(1H)-sulphonamide